6-bromo-4-hydroxy-2-oxo-1-(2-morpholinoethyl)-N-(spiro[3.3]heptan-2-yl)-1,2-dihydro-1,8-naphthyridine-3-carboxamide BrC=1C=C2C(=C(C(N(C2=NC1)CCN1CCOCC1)=O)C(=O)NC1CC2(C1)CCC2)O